8-{4-[1-(4-fluorophenyl)propyl]piperazin-1-yl}-7-nitro-6-oxo-5-(prop-2-yn-1-yl)-5,6-dihydro-1,5-naphthyridine-2-carbonitrile FC1=CC=C(C=C1)C(CC)N1CCN(CC1)C1=C(C(N(C=2C=CC(=NC12)C#N)CC#C)=O)[N+](=O)[O-]